C1(CC1)CCOC1=C(C=CC(=C1F)F)NC(\C=C\C1=CC2=C(OC(O2)(F)F)C=C1)=O (E)-N-(2-(2-cyclopropylethoxy)-3,4-difluorophenyl)-3-(2,2-difluorobenzo[d][1,3]dioxol-5-yl)acrylamide